ClC1=NC=CC(=C1)C(C(C)(F)F)=O 1-(2-chloropyridin-4-yl)-2,2-difluoropropan-1-one